C(CCCCCCCC)S(=O)CC(C)O 2-hydroxypropyl nonyl sulfoxide